ClC1=C(C=CC=C1)C[C@@H](C(=O)O)O (2S)-3-(2-chlorophenyl)-2-hydroxy-propionic acid